S-nitroso-L-homocysteine N(=O)SCC[C@H](N)C(=O)O